C(C1=CC=CC=C1)[C@H]1N(C(C2=CC=CC=C12)=O)CC1=CC2=C(NC(O2)=O)C=C1 (R)-6-((1-benzyl-3-oxoisoindolin-2-yl)methyl)benzo[d]oxazol-2(3H)-one